NC1CCC(CC1)CNC=1C(=NC(=CC1)N1CC(OC(C1)C(F)(F)F)C)C N-(((1s,4s)-4-aminocyclohexyl)methyl)-2-methyl-6-(2-methyl-6-(trifluoromethyl)morpholino)pyridin-3-amine